N-((1s,3s)-3-(6-(((1-((1-((2-(2,6-dioxopiperidin-3-yl)-1,3-dioxoisoindolin-5-yl)glycyl)piperidin-4-yl)methyl)piperidin-4-yl)methyl)amino)-9H-purin-9-yl)cyclobutyl)acetamide O=C1NC(CC[C@@H]1N1C(C2=CC=C(C=C2C1=O)NCC(=O)N1CCC(CC1)CN1CCC(CC1)CNC1=C2N=CN(C2=NC=N1)C1CC(C1)NC(C)=O)=O)=O